2-[5-Bromo-4-(4-fluorophenyl)imidazol-1-yl]-1-(2-oxa-7-azaspiro[3.4]octan-7-yl)ethanone BrC1=C(N=CN1CC(=O)N1CCC2(COC2)C1)C1=CC=C(C=C1)F